IC=1C=NN(C1)C1CC(C1)OC 4-iodo-1-((1s,3s)-3-methoxycyclobutyl)-1H-pyrazole